(S)-3-((4-((2-hydroxy-1-phenylethyl)amino)-5-(1,3,4-oxadiazol-2-yl)pyrimidin-2-yl)amino)-11H-pyridazino[1,2-a]indazole-6,11(9H)-dione OC[C@H](C1=CC=CC=C1)NC1=NC(=NC=C1C=1OC=NN1)NC1=CC=C2C(N3N(C2=C1)C(C=CC3)=O)=O